methyl 2-(4-(6-((4-cyano-2-fluorobenzyl) oxy) pyridin-2-yl)-2-((methoxycarbonyl) amino) benzyl)-1-(2-methoxyethyl)-1H-benzo[d]imidazole-6-carboxylate C(#N)C1=CC(=C(COC2=CC=CC(=N2)C2=CC(=C(CC3=NC4=C(N3CCOC)C=C(C=C4)C(=O)OC)C=C2)NC(=O)OC)C=C1)F